[4-[1-cyclopropyl-4-(trifluoromethyl)imidazol-2-yl]-3-fluoro-phenyl]methanol C1(CC1)N1C(=NC(=C1)C(F)(F)F)C1=C(C=C(C=C1)CO)F